C(C)C1=CC=CC(=C1)C=1C=NN(C1)C ethyl-5-(1-methyl-1H-pyrazol-4-yl)benzol